IC1=C(C=C(C(=C1)I)I)I 1,2,4,5-tetraiodobenzene